NC(=O)C1=CC=CC2=CN(N=C12)C1=CC=C(CNC=2C=CC3=C([NH+]=CS3)C2)C=C1 5-({4-[7-(aminocarbonyl)-2H-indazol-2-yl]benzyl}amino)-1,3-benzothiazol-3-ium